ClC=1C=NC=CC1/C=C/C(=O)NC1CCN(CC1)C=1C2=C(N=CN1)C(=CS2)C (E)-3-(3-Chloropyridin-4-yl)-N-(1-(7-methylthieno[3,2-d]pyrimidin-4-yl)piperidin-4-yl)acrylamide